2-[2-(difluoromethyl)phenyl]Acetamide FC(C1=C(C=CC=C1)CC(=O)N)F